C(C(=C)C)(=O)OCCC[Si](OC)(OC)OC [3-(methacryloxy)propyl]trimethoxysilane